N[C@H]1CN(CCC1)C(=O)C=1C=CC=2N(C1)N=C(C2C)C=2N(C1=CC(=CC=C1C2)C=2C=C(C=CC2)CNC(C)=O)CC2CC2 N-{[3-(2-{6-[(3R)-3-Aminopiperidine-1-carbonyl]-3-methylpyrazolo[1,5-a]pyridin-2-yl}-1-(cyclopropylmethyl)-1H-indol-6-yl)phenyl]methyl}acetamide